octadecyl-octadecanol C(CCCCCCCCCCCCCCCCC)C(CCCCCCCCCCCCCCCCC)O